CN1C(=NN=C1)S[C@@H](C)C=1C=C(C=CC1)NC(=O)C=1C=NC2=CC=CC=C2C1 (S)-N-(3-(1-((4-Methyl-4H-1,2,4-triazol-3-yl)thio)ethyl)phenyl)quinoline-3-carboxamide